CN(C1=CC=C(C(=N1)C(F)(F)F)N1CCC2(CC1)C=1C=CC(=NC1C(N(C2)C2CNCC2)=O)C=2C(=NC=CC2)OCC)C 1'-[6-(dimethylamino)-2-(trifluoromethyl)pyridin-3-yl]-2-(2-ethoxypyridin-3-yl)-7-pyrrolidin-3-ylspiro[6H-1,7-naphthyridine-5,4'-piperidine]-8-one